2,2-dimethyl-1,2,3,4-tetrahydroquinoxaline CC1(NC2=CC=CC=C2NC1)C